CCCCCOC(=O)NC1=NC(=O)N(C=C1F)[C@H]2[C@@H]([C@@H]([C@H](O2)C)O)O N4-pentyloxycarbonyl-5'-deoxy-5-fluorocytidine